1'-(4,8-dimethoxyquinoline-2-carbonyl)-7-((1-methyl-1H-pyrazol-5-yl)amino)spiro[isochroman-3,4'-piperidin]-1-one COC1=CC(=NC2=C(C=CC=C12)OC)C(=O)N1CCC2(CC1)OC(C1=CC(=CC=C1C2)NC2=CC=NN2C)=O